ethyl bis(2-ethylhexyl) phosphate P(=O)(OCC)(OCC(CCCC)CC)OCC(CCCC)CC